1-cyclopropyl-6-fluoro-8-fluoro-1,4-dihydro-7-(3-oxa-9-azaspiro[5.5]undec-9-yl)-4-oxo-3-quinolinecarboxylic acid C1(CC1)N1C=C(C(C2=CC(=C(C(=C12)F)N1CCC2(CCOCC2)CC1)F)=O)C(=O)O